CN1C[C@@H](CC1)COS(=O)(=O)C1=CC=C(C=C1)C.C(C)(C)(C)S(=O)(=O)N1CC(CC1C1=C(C=CC=C1)C1CC1)OCC(=O)N(C)C 2-((1-(tert-butyl-sulfonyl)-5-(2-cyclopropylphenyl)pyrrolidin-3-yl)oxy)-N,N-dimethylacetamide (R)-(1-methylpyrrolidin-3-yl)methyl-4-methylbenzenesulfonate